[Cl-].C(C1=CC=CC=C1)[N+](CC=C)(CC=C)CC(CN(CCC#N)CCC#N)O N-benzyl-N-(2-hydroxy-3-(N,N-bis(2-cyanoethyl)amino)propyl)-N,N-diallyl-ammonium chloride